C1(CC1)C1=CC=C(C=C1)C1=CC(=CC=C1)N 4'-cyclopropylbiphenyl-3-amine